1,2-bis(di-adamantylphosphinomethyl)ferrocene tert-butyl-(R)-(4-(6-chloro-5,8-difluoro-4-hydroxy-2-(methylthio)quinazolin-7-yl)-3-cyano-7-fluorobenzo[b]thiophen-2-yl)carbamate C(C)(C)(C)N(C(O)=O)C1=C(C2=C(S1)C(=CC=C2C2=C(C(=C1C(=NC(=NC1=C2F)SC)O)F)Cl)F)C#N.C21(CC3CC(CC(C2)C3)C1)P(C13CC2CC(CC(C1)C2)C3)C[C-]3C(=CC=C3)CP(C32CC1CC(CC(C3)C1)C2)C21CC3CC(CC(C2)C3)C1.[CH-]1C=CC=C1.[Fe+2]